(1r,4r)-4-((3-(2-chloro-4-phenoxybenzoyl)-1H-pyrrolo[2,3-b]pyridin-4-yl)amino)-N-methylcyclohexane-1-carboxamide ClC1=C(C(=O)C2=CNC3=NC=CC(=C32)NC3CCC(CC3)C(=O)NC)C=CC(=C1)OC1=CC=CC=C1